(2S,4R)-2-dimethylcarbamoyl-4-methanesulfonyloxy-1-(p-nitrobenzyloxycarbonyl)pyrrolidine CN(C(=O)[C@H]1N(C[C@@H](C1)OS(=O)(=O)C)C(=O)OCC1=CC=C(C=C1)[N+](=O)[O-])C